5-(2-(hydroxymethyl)-6-(trifluoromethyl)-1H-pyrrolo[2,3-b]pyridin-1-yl)-7-methylindolin-2-one OCC1=CC=2C(=NC(=CC2)C(F)(F)F)N1C=1C=C2CC(NC2=C(C1)C)=O